ClC1=CC(=NC=2N1N=C(C2)[C@@H](C)N[S@](=O)C(C)(C)C)C2CC2 |o1:10| (R)-N-((R*)-1-(7-chloro-5-cyclopropylpyrazolo[1,5-a]pyrimidin-2-yl)ethyl)-2-methylpropane-2-sulfinamide